benzyl-5-methyl-4-(3-(trifluoromethoxy)phenyl)-1,2,3,6-tetrahydropyridine C(C1=CC=CC=C1)N1CCC(=C(C1)C)C1=CC(=CC=C1)OC(F)(F)F